C(C)(=O)C1=C(C=C(C=C1)Cl)C1=CC(N(C=C1OC)C(C(=O)NC1=CC=C(C(=O)O)C=C1)CC1=CC=C(C=C1)NC(=O)C1CC1)=O 4-(2-(4-(2-acetyl-5-chlorophenyl)-5-methoxy-2-oxopyridin-1(2H)-yl)-3-(4-(cyclopropanecarboxamido)phenyl)propionylamino)benzoic acid